[6-(azetidin-3-yl)pyridazin-3-yl]-5-{2,7-dimethylpyrazolo[1,5-a]pyridin-5-yl}phenol N1CC(C1)C1=CC=C(N=N1)C1=C(C=C(C=C1)C1=CC=2N(C(=C1)C)N=C(C2)C)O